FC(CC1CNC1)F 3-(2,2-difluoroethyl)azetidine